OC(CN1C(NCC1)=O)C 1-(2-hydroxypropyl)imidazolidinone